FC1=C(N)C=CC(=C1C#CC=1C=C2C(=NC1)C=NN2C)F 2,4-difluoro-3-(2-[1-methylpyrazolo[4,3-b]pyridin-6-yl]ethynyl)aniline